OC1=CC=C(C=2C(C3=C(C=CC(=C3C(C12)=O)NCCNCCO)NCCNCCO)=O)O 1,4-dihydroxy-5,8-bis[2-(2-hydroxyethylamino)ethylamino]-anthracene-9,10-dione